dodecyl 6-hydroxy-2-naphthoate OC=1C=C2C=CC(=CC2=CC1)C(=O)OCCCCCCCCCCCC